CC(CC(CCC)=O)=O 2,4-heptanedione